C(C1=CC=CC=C1)OC=1C(=CC2=C(NC([C@H]3N(C2=O)C[C@H](C3)OC)=O)C1)OC (2S,11aS)-8-(benzyloxy)-7-methoxy-2-(methoxy)-1,2,3,11a-tetrahydro-5H-benzo[e]pyrrolo[1,2-a][1,4]diazepine-5,11(10H)-dione